BrC=1C=CC2=C(NC(=N2)C(=O)N[C@H](C(=O)N[C@@H](C[C@H]2C(NCC2)=O)C#N)CC(C)(C)C)C1 6-bromo-N-[(2S)-1-({(1S)-1-cyano-2-[(3S)-2-oxopyrrolidin-3-yl]ethyl}amino)-4,4-dimethyl-1-oxopentan-2-yl]-1H-benzoimidazole-2-carboxamide